[4-(4-bromophenyl)piperazin-1-yl][2-cis-(trifluoromethyl)cyclopropyl]methanone BrC1=CC=C(C=C1)N1CCN(CC1)C(=O)C1(CC1)C(F)(F)F